(R)-(+)-1,2-epoxy-9-decene C=CCCCCCC[C@@H]1CO1